FC1(CC(C1)([C@H](C1=NN=CN1C)F)C=1C=C(C=CC1)N1C(C2=CC(=CC(=C2C1)C(F)(F)F)CN1[C@H](CN(CC1)C)C(C)C)=O)F 2-(3-(3,3-difluoro-1-((R)-fluoro(4-methyl-4H-1,2,4-triazol-3-yl)methyl)cyclobutyl)phenyl)-6-(((S)-2-isopropyl-4-methylpiperazin-1-yl)methyl)-4-(trifluoromethyl)isoindolin-1-one